6-(5-fluoro-2-((5-(piperazine-1-yl)pyridine-2-yl)amino)pyrimidine-4-yl)-N,N-dimethylbenzothiazole-2-amine hydrochloride Cl.FC=1C(=NC(=NC1)NC1=NC=C(C=C1)N1CCNCC1)C1=CC2=C(N=C(S2)N(C)C)C=C1